N-(3-(dimethylamino)propyl)-4-(8-hydroxy-3-oxo-3,4-dihydroquinoxalin-6-yl)benzamide CN(CCCNC(C1=CC=C(C=C1)C=1C=C2NC(C=NC2=C(C1)O)=O)=O)C